C(C)C=1SC=C(N1)[C@H](CC1=CC=C(C=C1)NS(O)(=O)=O)NS(=O)(=O)C=1N=CN(C1)C (S)-4-[2-(2-ethylthiazol-4-yl)-2-(1-methyl-1H-imidazol-4-sulfonamido)ethyl]-phenyl-sulfamic acid